methyl 3-(2-methoxymethoxy-5-trifluoromethyl-phenyl)-3-phenyl-acrylate COCOC1=C(C=C(C=C1)C(F)(F)F)C(=CC(=O)OC)C1=CC=CC=C1